cyclobutoxypyridin C1(CCC1)OC1=NC=CC=C1